thiocyanatoimidazo[1,5-a]quinoline S(C#N)C1=NC=C2N1C1=CC=CC=C1C=C2